4-(((3-amino-1-(1-(1-methylcyclobutane-1-carbonyl)piperidin-4-yl)-1H-pyrazol-4-yl)methyl)amino)-2-(2,6-dioxopiperidin-3-yl)isoindoline-1,3-dione NC1=NN(C=C1CNC1=C2C(N(C(C2=CC=C1)=O)C1C(NC(CC1)=O)=O)=O)C1CCN(CC1)C(=O)C1(CCC1)C